[N+](=O)([O-])C=1C=CS(C1)OC1=CC=C(C=C1)CCN1CCCCC1 (2-(4-((4-nitrothiophen-1-yl)oxy)phenyl)ethyl)piperidine